Cl.NCCNC(C1=CC=C(C=C1)\N=N\C1=CC=C(C=C1)OCCCN=[N+]=[N-])=O (E)-N-(2-aminoethyl)4-{2-[4-(3-azidopropoxy)phenyl]Diazenyl}benzamide hydrochloride